C(C(=C)C)(=O)OC1C(N(C(CC1)(C)C)C)(C)C N-methyl-2,2,6,6-tetramethylpiperidinyl methacrylate